C(C)(C)(C)[Si](OCC1=C(C=NC=C1)F)(C)C 4-[[tert-butyl-(dimethyl)silyl]oxymethyl]-3-fluoropyridine